7-methoxy-1H-benzimidazole-5-carboxamide COC1=CC(=CC2=C1NC=N2)C(=O)N